ClC1=CC=C(CN2C(SC3=C2C=CC=C3)C)C=C1 3-(4-chlorobenzyl)-2-methylbenzothiazole